N-(1-(1H-imidazol-4-yl)allyl)-4-methoxyaniline N1C=NC(=C1)C(C=C)NC1=CC=C(C=C1)OC